BrC1=CC=C(C=C1)C(CO)(F)F 2-(4-bromophenyl)-2,2-difluoroethanol